C1(CCC1)C1(CC(=NC=C1)C(=O)NC)C(=O)N 4-cyclobutyl-N2-methylpyridine-2,4-dicarboxamide